Dinatrium inosinat [C@]1([C@H](O)[C@H](O)[C@@H](CO)O1)(N1C=NC=2C(O)=NC=NC12)C(=O)[O-].[Na+].[Na+].[C@]1([C@H](O)[C@H](O)[C@@H](CO)O1)(N1C=NC=2C(O)=NC=NC12)C(=O)[O-]